N[C@H](COCC1=NN2C(C(N(CC2)CC2=CC=C(C=C2)OC)=O)=C1)C (S)-2-((2-aminopropoxy)methyl)-5-(4-methoxybenzyl)-6,7-dihydropyrazolo[1,5-a]pyrazin-4(5H)-one